C(C)(C)(C)OC(=O)N1[C@H](C[C@@H](CC1)F)C(=O)O (2R,4R)-1-tert-butoxycarbonyl-4-fluoro-piperidine-2-carboxylic acid